[4-(3-azabicyclo[3.2.1]octane-8-carbonyl)piperazin-1-yl]-[4-[[3-(2,3-difluoro-4-methoxyphenyl)imidazo[1,2-a]pyrazin-8-yl]amino]-2-methylphenyl]methanone hydrochloride Cl.C12CNCC(CC1)C2C(=O)N2CCN(CC2)C(=O)C2=C(C=C(C=C2)NC=2C=1N(C=CN2)C(=CN1)C1=C(C(=C(C=C1)OC)F)F)C